1-(4-(2-(1H-Tetrazol-5-yl)Ethyl)Phenyl)-3-((2-Fluoro-4-(Trifluoromethyl)Phenyl)Amino)Pyrazin-2(1H)-one N1N=NN=C1CCC1=CC=C(C=C1)N1C(C(=NC=C1)NC1=C(C=C(C=C1)C(F)(F)F)F)=O